5-(5-(1-((1R,2R,3R,5R)-2-fluoro-1,5-dimethyl-8-azabicyclo[3.2.1]oct-6-en-3-yl)vinyl)-1,3,4-thiadiazol-2-yl)-2-(4-methyl-2H-1,2,3-triazol-2-yl)pyridin-4-ol F[C@H]1[C@]2(C=C[C@@](C[C@@H]1C(=C)C1=NN=C(S1)C=1C(=CC(=NC1)N1N=CC(=N1)C)O)(N2)C)C